2,2,3,3,5-Pentamethyl-3,5,6,7-tetrahydrobenzofuran-4(2H)-on CC1(OC2=C(C1(C)C)C(C(CC2)C)=O)C